2-(3,5-difluoroanilino)-N-[(1R)-2,2-dimethylcyclobutyl]-5-methyl-thiazole-4-carboxamide FC=1C=C(NC=2SC(=C(N2)C(=O)N[C@H]2C(CC2)(C)C)C)C=C(C1)F